5-{[5-(Prop-2-en-1-yloxy)pyrazin-2-yl]methoxy}-2-(pyridin-3-yl)-1,3-benzoxazole C(C=C)OC=1N=CC(=NC1)COC=1C=CC2=C(N=C(O2)C=2C=NC=CC2)C1